P(=O)(O)(O)OC[C@@H]1[C@H](C[C@@H](O1)N1C(=O)NC(=O)C(C)=C1)O Deoxythymidine-5'-phosphate